C(CC(O)(C(=O)[O-])CC(=O)[O-])(=O)[O-].[Fe+3].[NH4+].OC1=C(C=CC(=C1)OC)C(CCC1=NC=CC=C1)=O 1-(2-hydroxy-4-methoxy-phenyl)-3-(2-pyridinyl)propan-1-one ammonium iron(III) citrate